3,3'-diseleno-dipropionate C(CC[Se][Se]CCC(=O)[O-])(=O)[O-]